((2S,5S)-2,5-dimethylpiperazine-1,4-diyl)bis(((2S,3R)-2-methyl-3-(4-nitrophenyl)-oxolane-2-yl)methanone) C[C@@H]1N(C[C@@H](N(C1)C(=O)[C@]1(OCC[C@@H]1C1=CC=C(C=C1)[N+](=O)[O-])C)C)C(=O)[C@]1(OCC[C@@H]1C1=CC=C(C=C1)[N+](=O)[O-])C